[C@H]12CN(C[C@H](CC1)N2)C=2C1=C(N=C(N2)OC[C@]23CCCN3C[C@@H](C2)F)C=C(NC1=O)C1=CC(=CC2=CC=CC=C12)O 4-((1R,5S)-3,8-diazabicyclo[3.2.1]octan-3-yl)-2-(((2R,7aS)-2-fluorotetrahydro-1H-pyrrolizin-7a(5H)-yl)methoxy)-7-(3-hydroxynaphthalen-1-yl)pyrido[4,3-d]pyrimidin-5(6H)-one